Phosphoric acid, dimethyl 1-methyl-3-(methylamino)-3-oxo-1-propenyl ester P(OC)(OC)(OC(=CC(=O)NC)C)=O